C1(CCC1)OC1=CC=C(C(=N1)[N+](=O)[O-])\C=N\C12COC(C1)(C2)C (E)-1-(6-cyclobutoxy-2-nitropyridin-3-yl)-N-(1-methyl-2-oxabicyclo[2.1.1]hexan-4-yl)methanimine